C(CCCC)OC(C(C(=O)OCCCCC)(CCCC)C1=CC=CC=C1)=O phenyl-n-butyl-malonic acid dipentyl ester